NC1=NC=NN2C1=CC=C2[C@@H]2O[C@]([C@@H]1[C@H]2OC(O1)(C)C)(C#N)CO (3aS,4R,6S,6aS)-6-(4-aminopyrrolo[2,1-f][1,2,4]triazin-7-yl)-4-(hydroxymethyl)-2,2-dimethyltetrahydrofuro[3,4-d][1,3]dioxole-4-carbonitrile